NC1=CC(=C(OC2=C(C(=NC=N2)NC2CC2)Cl)C=C1)F 6-(4-amino-2-fluorophenoxy)-5-chloro-N-cyclopropylpyrimidin-4-amine